O=S1(CCN(CC1)CC(=O)N1CCC=CC1)=O 1-(2-(1,1-dioxidothiomorpholino)acetyl)-1,2,3,6-tetrahydropyridin